N-(5-chloro-6-(2H-1,2,3-triazol-2-yl)pyridin-3-yl)-1-(8-fluoroimidazo[1,2-a]pyridin-5-yl)-5-(methylsulfonyl)-1H-pyrazole-4-carboxamide ClC=1C=C(C=NC1N1N=CC=N1)NC(=O)C=1C=NN(C1S(=O)(=O)C)C1=CC=C(C=2N1C=CN2)F